F[P-](F)(F)(F)(F)F.C(CCC)N1C(N(C=C1)C)C 1-butyl-2,3-dimethylimidazole hexafluorophosphate